C(C)(C)C1=C2C=C(N=CC2=C(C=C1)N1[C@H]([C@H](C1)CS(=O)(=O)C)C)NC1=NC(=NC=C1)C1=CN=C(S1)C 5-isopropyl-8-((2S,3S)-2-methyl-3-((methylsulfonyl)methyl)azetidin-1-yl)-N-(2-(2-methylthiazol-5-yl)pyrimidin-4-yl)isoquinolin-3-amine